2-chloro-4-((6-chloropyrido[3,2-d]pyrimidin-4-yl)amino)-3-fluorobenzonitrile ClC1=C(C#N)C=CC(=C1F)NC=1C2=C(N=CN1)C=CC(=N2)Cl